BrC=1C=C2C3=C(NC2=C(C1)C)N=CN=C3N 6-bromo-8-methyl-9H-pyrimido[4,5-b]indol-4-amine